FC=1C=C(C=CC1F)NC(C(=O)C1=C(C(=C(N1C)C)C(=O)NC=1C=NC(=C(C1)C)F)C)=O 5-(2-((3,4-difluorophenyl)amino)-2-oxoacetyl)-N-(6-fluoro-5-methylpyridin-3-yl)-1,2,4-trimethyl-1H-pyrrole-3-carboxamide